6-chloro-3-(2-cyclopropyl-6-methylphenoxy)pyridazin-4-yl morpholine-4-carboxylate N1(CCOCC1)C(=O)OC1=C(N=NC(=C1)Cl)OC1=C(C=CC=C1C)C1CC1